ClC=1C2=C(N=C(N1)C)N=C(C(=C2)C2(CC2)C#N)OC 1-(4-chloro-7-methoxy-2-methylpyrido[2,3-d]pyrimidin-6-yl)cyclopropane-1-carbonitrile